(S)-4-(2-(4-fluorobenzamido)-3-phenylpropoxy)benzene-1-sulfonyl chloride FC1=CC=C(C(=O)N[C@H](COC2=CC=C(C=C2)S(=O)(=O)Cl)CC2=CC=CC=C2)C=C1